4-[2-(5-{[(cyclobutylmethyl)amino]methyl}-1,3-benzoxazol-2-yl)-6-cyclopropylpyridin-4-yl]-3-(4-methyl-1,2,4-triazol-3-yl)benzonitrile C1(CCC1)CNCC=1C=CC2=C(N=C(O2)C2=NC(=CC(=C2)C2=C(C=C(C#N)C=C2)C2=NN=CN2C)C2CC2)C1